FC1(C(C(CNC1)O)OC)F 5,5-difluoro-4-methoxy-piperidin-3-ol